O1CCCC2=CC3=C(C=C12)C=CC=C3 benzo[g]chromane